OC(C)(C)C1CCC(CC1)NC1=CC(N(C2=CC=C(N=C12)N1C=NC=C1)C)=O 4-(((1r,4r)-4-(2-hydroxy-prop-2-yl)cyclohexyl)amino)-6-(1H-imidazol-1-yl)-1-methyl-1,5-naphthyridin-2(1H)-one